ethyl-(S)-3-(4-fluoro-7-methyl-1H-indole-2-carboxamido)-[1,4'-bipiperidine] C(C)[C@@H]1N(CCCC1NC(=O)C=1NC2=C(C=CC(=C2C1)F)C)C1CCNCC1